lauroyl-ethyltrimethylammonium C(CCCCCCCCCCC)(=O)C[N+](C)(C)CC